C1(CC1)C1=C(C(=NO1)C1=C(C=NC=C1Cl)Cl)/C=C/C1C2CN(CC12)C1=CC=C2C=C(N=CC2=C1)C(=O)O (E)-7-(6-(2-(5-cyclopropyl-3-(3,5-dichloropyridin-4-yl)isoxazol-4-yl)vinyl)-3-azabicyclo[3.1.0]hex-3-yl)isoquinoline-3-carboxylic acid